(S)-3-((S)-sec-butyl)-3,4-dihydroquinoxalin-2(1H)-one [C@H](C)(CC)[C@H]1C(NC2=CC=CC=C2N1)=O